FC=1C=C(SC1C(NC1=CC2=C(N=C(O2)C)C(=C1)F)=O)N1CC(N(CC1)C(=O)OC(C)(C)C)C tert-butyl 4-[4-fluoro-5-[(4-fluoro-2-methyl-1,3-benzoxazol-6-yl)carbamoyl]thiophen-2-yl]-2-methylpiperazine-1-carboxylate